6-Bromo-4-phenyl-3-(phenylethynyl)-2-(trifluoromethyl)quinoline BrC=1C=C2C(=C(C(=NC2=CC1)C(F)(F)F)C#CC1=CC=CC=C1)C1=CC=CC=C1